ClC1=C(N=C(C=2C(N3[C@@H](COC21)CN(CC3)C(=O)OC(C)(C)C)=O)N3[C@H](CN([C@H](C3)C)C)C)C3=C(C=CC=C3)F tert-Butyl (R)-4-chloro-3-(2-fluorophenyl)-12-oxo-1-((2S,5S)-2,4,5-trimethylpiperazin-1-yl)-6a,7,9,10-tetrahydro-6H-pyrazino[2,1-c]pyrido[3,4-f][1,4]oxazepine-8(12H)-carboxylate